(E)-N-(2-(5-bromo-1'-methyl-2,2'-dioxo-[3,3'-biindolinylidene]-1-yl)ethyl)-3-(dimethylamino)propanamide hydrochloride Cl.BrC=1C=C2\C(\C(N(C2=CC1)CCNC(CCN(C)C)=O)=O)=C\1/C(N(C2=CC=CC=C12)C)=O